(1aS,5aS)-2-(2,4-Difluoro-phenyl)-1a,2,5,5a-tetrahydro-1H-2,3-diaza-cyclopropa[a]pentalene-4-carboxylic acid ((1S,2S)-2-hydroxy-cyclopentyl)-amide O[C@@H]1[C@H](CCC1)NC(=O)C=1C=2C[C@H]3[C@@H](C2N(N1)C1=C(C=C(C=C1)F)F)C3